(2S,3R)-2-(2-chlorophenyl)-3-hydroxybutanoic acid ClC1=C(C=CC=C1)[C@H](C(=O)O)[C@@H](C)O